Benzyl (2S)-2-(benzyloxycarbonylamino)-3-oxo-butanoate C(C1=CC=CC=C1)OC(=O)N[C@H](C(=O)OCC1=CC=CC=C1)C(C)=O